CC1=C(C=C2CCCOC2=C1C=1C[C@@H](CNCC1)O)NC1=NC(=CC(=N1)C)NC |o1:13| rel-(3S)-5-[7-methyl-6-[[4-methyl-6-(methylamino)pyrimidin-2-yl]amino]chroman-8-yl]-2,3,4,7-tetrahydro-1H-azepin-3-ol